C(C)OC(=O)C=1N=CN(C(C1OC)=O)C 5-methoxy-1-methyl-6-oxopyrimidine-4-carboxylic acid ethyl ester